FC(OC=1C=CC=2NC3=CC=C(C=C3C2C1)OC(F)(F)F)(F)F 3,6-Ditrifluoromethoxycarbazole